NC1CCC=2NC3=C(C=CC(=C3C2C1)C1=C(C=CC=C1)C)C(=O)N 3-Amino-5-(o-tolyl)-2,3,4,9-tetrahydro-1H-carbazole-8-carboxamide